ClC=1C(=CC(=C(C1)NC(=O)N1C2CCC1C=1C(NC(NN1)=O)=C2)F)C(F)(F)F N-(5-chloro-2-fluoro-4-(trifluoromethyl)phenyl)-3-oxo-3,4,6,7,8,9-hexahydro-2H-6,9-epiminocyclohepta[e][1,2,4]triazine-10-carboxamide